NC1=NC=2C=C(C=CC2C2=C1N=C(N2CC(C)(C)O)CCOC)C=2C=C(C=CC2)NS(=O)(=O)C N-{3-[4-amino-1-(2-hydroxy-2-methylpropyl)-2-(methoxyethyl)-1H-imidazo[4,5-c]quinolin-7-yl]phenyl}methane-sulfonamide